4-((3-(2,6-difluoro-3,5-dimethoxyphenyl)-2-methoxy-7-(phenylsulfonyl)-4,7-dihydro-3H-pyrrolo[3',2':5,6]pyrido[4,3-d]pyrimidin-8-yl)methyl)morpholine FC1=C(C(=C(C=C1OC)OC)F)N1C(=NC2=C(C1)C=NC1=C2C=C(N1S(=O)(=O)C1=CC=CC=C1)CN1CCOCC1)OC